C(C1=CC=CC=C1)N1N=C2C(N(CCC2=C1Cl)[C@@H]1C(N(C2=C(OC1)C=C(C=C2)C#CC2=NC(=CC=C2)C(F)(F)F)C)=O)=O (S)-3-(2-benzyl-3-chloro-7-oxo-2,4,5,7-tetrahydro-6H-pyrazolo[3,4-c]pyridin-6-yl)-5-methyl-8-((6-(trifluoromethyl)pyridin-2-yl)ethynyl)-2,3-dihydrobenzo[b][1,4]oxazepin-4(5H)-one